N6-benzyl-9-(2-tetrahydropyranyl)adenine C(C1=CC=CC=C1)NC1=C2N=CN(C2=NC=N1)C1OCCCC1